3-(3-(difluoromethoxy)phenyl)-1-(3-hydroxycyclobutyl)-N-(3-methyl-1,1-dioxidothietan-3-yl)-1H-pyrazolo[4,3-b]pyridine-6-carboxamide FC(OC=1C=C(C=CC1)C1=NN(C=2C1=NC=C(C2)C(=O)NC2(CS(C2)(=O)=O)C)C2CC(C2)O)F